C(N)(=N)C=1C=C(SC1)CNC(=O)[C@H]1N([C@H]2C[C@]2(C1)C)C(CNC(CCCOC1=CC=C(C(=O)O)C=C1)=O)=O 4-(4-((2-((1S,3S,5S)-3-(((4-carbamimidoylthiophen-2-yl)methyl)carbamoyl)-5-methyl-2-azabicyclo[3.1.0]hexan-2-yl)-2-oxoethyl)amino)-4-oxobutoxy)benzoic acid